C1=CC=CC=2OC3=CC=CC=C3N(C12)CCCS(=O)(=O)NS(=O)(=O)C(F)(F)F.[K] potassium 3-(10H-phenoxazin-10-yl)-N-((trifluoromethyl)sulfonyl)propane-1-sulfonamide